1-([1,1'-biphenyl]-4-yl)-2-toluenesulfonic acid C1(=CC=C(C=C1)C1(C)C(C=CC=C1)S(=O)(=O)O)C1=CC=CC=C1